1-[2-(4-methylpiperazin-1-yl)-4-pyridyl]indazol CN1CCN(CC1)C1=NC=CC(=C1)N1N=CC2=CC=CC=C12